(R)-3-METHYLHEPTANOIC ACID C[C@@H](CC(=O)O)CCCC